2-[[(3S)-4-methyl-morpholin-3-yl]methyl]-7-phenyl-[1,2,4]triazolo[4,3-c]pyrimidin-3-one CN1[C@H](COCC1)CN1N=C2N(C=NC(=C2)C2=CC=CC=C2)C1=O